N-(3-chloro-2-methoxyphenyl)-4-[({3-[(5,5-dimethyl-1,4-dioxan-2-yl)methoxy]pyridin-4-yl}methyl)amino]-2-oxo-1,2,5,6-tetrahydropyridine-3-carbothioamide ClC=1C(=C(C=CC1)NC(=S)C=1C(NCCC1NCC1=C(C=NC=C1)OCC1OCC(OC1)(C)C)=O)OC